distearic acid thiodipropionate S(CCC(=O)O)CCC(=O)O.C(CCCCCCCCCCCCCCCCC)(=O)O.C(CCCCCCCCCCCCCCCCC)(=O)O